Cl.ClC=1C=C(C=CC1F)NCC1=NC(=CC=C1)OC(F)F (3-chloro-4-fluorophenyl)(6-(difluoro-methoxy)pyridin-2-yl)methylamine hydrochloride